4-methoxy-phenyl-2-butanone COC1=CC=C(C=C1)CC(CC)=O